glycerin tris[3-(3,5-di-t-butyl-4-hydroxyphenyl)-propionate] C(C)(C)(C)C=1C=C(C=C(C1O)C(C)(C)C)CCC(=O)OCC(OC(CCC1=CC(=C(C(=C1)C(C)(C)C)O)C(C)(C)C)=O)COC(CCC1=CC(=C(C(=C1)C(C)(C)C)O)C(C)(C)C)=O